C(C)OC=1C=CC(=NC1)B(O)O 5-ETHOXYPYRIDIN-2-YLBORONIC ACID